2-(3-Acetyl-6-hydroxy-5-(2-methylpyrimidin-5-yl)-1H-indol-1-yl)acetyl-N-(2-chloro-2-fluoro-[1,1'-biphenyl]-3-yl)-4-fluoropyrrolidine-2-carboxamide C(C)(=O)C1=CN(C2=CC(=C(C=C12)C=1C=NC(=NC1)C)O)CC(=O)N1C(CC(C1)F)C(=O)NC1C(C(=CC=C1)C1=CC=CC=C1)(F)Cl